F[C@H]1CN(CC[C@@H]1NC1=C2C=C(N(C2=CC=C1)CC(F)(F)F)C(=O)NNC(CNC1=C(C=C(C=C1)S(=O)(=O)C)OC)=O)C |r| (+/-)-4-(((3S,4S)-3-fluoro-1-methylpiperidin-4-yl)amino)-N'-((2-methoxy-4-(methylsulfonyl)phenyl)glycyl)-1-(2,2,2-trifluoroethyl)-1H-indole-2-carbohydrazide